N-methylornithine CN[C@@H](CCCN)C(=O)O